trans-4-(((trans-4-(3-Chloro-4-methoxyphenyl)cyclohexyl)methyl)(3-(1-cyclopropyl-1H-pyrazol-4-yl)phenyl)carbamoyl)cyclohexanecarboxylic acid ClC=1C=C(C=CC1OC)[C@@H]1CC[C@H](CC1)CN(C(=O)[C@@H]1CC[C@H](CC1)C(=O)O)C1=CC(=CC=C1)C=1C=NN(C1)C1CC1